ClC=1C(=C(C=CC1Cl)NC1=NC=NC2=CC(=C(C=C12)C1CN(C1)C(C=C)=O)OCCN(C)C)F 1-(3-(4-((3,4-dichloro-2-fluorophenyl)amino)-7-(2-(dimethylamino)ethoxy)quinazolin-6-yl)azetidin-1-yl)prop-2-en-1-one